C(OC1=CC=C(C=C1)CC1CCN(CC1)C1=CC=C(C=C1)CCC)([O-])=O (4-((1-(4-propylphenyl) piperidin-4-yl) methyl) phenyl) carbonate